O=C1N(C=CC(N1)=O)[C@@H]1O[C@]2(C[C@@H](O[C@@H]1[C@@H]2O[P@](=O)(OC2=CC=CC=C2)N[C@@H](C)C(=O)OC(C)C)C)CO isopropyl ((S)-(((1R,3S,5R,7R,8S)-7-(2,4-dioxo-3,4-dihydropyrimidin-1(2H)-yl)-5-(hydroxymethyl)-3-methyl-2,6-dioxabicyclo[3.2.1]octan-8-yl)oxy)(phenoxy)phosphoryl)-L-alaninate